4-(dimethylamino)-1-[2-(4-fluorophenyl)-4-methyl-3-(1H-pyrrolo[2,3-b]pyridin-4-yl)-6,7-dihydropyrazolo[1,5-a]pyrazin-5(4H)-yl]but-2-en-1-one CN(CC=CC(=O)N1C(C=2N(CC1)N=C(C2C2=C1C(=NC=C2)NC=C1)C1=CC=C(C=C1)F)C)C